CC=1C=C(C=NC1)C1=NC(=NC(=N1)C1=NC(=CC=C1)C(F)(F)F)NC1=CC(=NC=C1)C(F)(F)F 4-(5-methylpyridin-3-yl)-6-(6-(trifluoromethyl)pyridin-2-yl)-N-(2-(trifluoromethyl)pyridin-4-yl)-1,3,5-triazin-2-amine